ClC1([C@H]([C@@H]1C1=CC(=C(C=C1)F)C(F)(F)F)C(=O)O)Cl trans-2,2-dichloro-3-(4-fluoro-3-(trifluoromethyl)phenyl)cyclopropane-1-carboxylic acid